7-(8-ethyl-7-fluoro-3-(methoxymethoxy)naphthalen-1-yl)-5,6,7,8-tetrahydropyrido[3,4-d]pyrimidin-4-yl 4-methylbenzenesulfonate CC1=CC=C(C=C1)S(=O)(=O)OC=1C2=C(N=CN1)CN(CC2)C2=CC(=CC1=CC=C(C(=C21)CC)F)OCOC